(1S,4S)-5-((1r,3S)-3-(4-(8-chloro-7-((2-methyl-1H-benzo[d]imidazol-6-yl)oxy)quinoxalin-2-yl)-1H-pyrazol-1-yl)cyclobutyl)-2-oxa-5-azabicyclo[2.2.1]heptane ClC=1C(=CC=C2N=CC(=NC12)C=1C=NN(C1)C1CC(C1)N1[C@@H]2CO[C@H](C1)C2)OC=2C=CC1=C(NC(=N1)C)C2